7-(6-hydroxy-5-(hydroxymethyl)-5-methylhexyl)-3,4-dihydro-1,8-naphthyridine-1(2H)-carboxylic acid tert-butyl ester C(C)(C)(C)OC(=O)N1CCCC2=CC=C(N=C12)CCCCC(CO)(C)CO